ethyl 2-{methyl[2-(pyridin-2-yl)-5H,6H,7H-cyclopenta[d]pyrimidin-4-yl]amino}acetate CN(CC(=O)OCC)C=1C2=C(N=C(N1)C1=NC=CC=C1)CCC2